O[C@H]1[C@H](OC[C@@H]([C@H]1O)NC1=NC(=CN=C1)C(F)(F)F)COCCOCCOCCOCC(=O)O 1-((2R,3R,4R,5S)-3,4-dihydroxy-5-((6-(trifluoromethyl)pyrazin-2-yl)amino)tetrahydro-2H-pyran-2-yl)-2,5,8,11-tetraoxatridecan-13-oic acid